COC(=O)C1(CC1)C(=O)O 1-(methyloxycarbonyl)cyclopropane-1-carboxylic acid